F[C@H]1CN(CC[C@H]1NC1=NN2C(C(=N1)OC)=C(C=C2)C=2C=C1C=CC=NC1=CC2)CCF N-((3S,4R)-3-fluoro-1-(2-fluoroethyl)piperidin-4-yl)-4-methoxy-5-(quinolin-6-yl)pyrrolo[2,1-f][1,2,4]triazin-2-amine